methyl (2S)-5-((R)-2-hydroxy-2-phenylacetamido)-6-[[(1R,3R)-3-(methoxycarbonyl)cyclohexyl]amino]-2-methyl-1,2,3,4-tetrahydroquinoline-1-carboxylate O[C@@H](C(=O)NC1=C2CC[C@@H](N(C2=CC=C1N[C@H]1C[C@@H](CCC1)C(=O)OC)C(=O)OC)C)C1=CC=CC=C1